C(C)(C)(C)NC1=NC=C2N=C(N(C2=N1)CCNC)NC1=CC(=CC(=C1)C(F)(F)F)Cl N2-tert-butyl-N8-(3-chloro-5-(trifluoromethyl)phenyl)-9-(2-(methylamino)ethyl)-9H-purine-2,8-diamine